BrC(C(=O)O)C1CCC2(OCCO2)CC1 2-bromo-2-(1,4-dioxaspiro[4.5]decan-8-yl)acetic acid